ClC=1C=C2C(=C3C1NC(NC31CCCCC1)=O)OC(=N2)CNC2CCC(CC2)OC 5-chloro-2-({[(1r,4r)-4-methoxycyclohexyl]amino}methyl)-7,8-dihydro-6H-spiro[[1,3]oxazolo[5,4-f]quinazoline-9,1'-cyclohexane]-7-one